tert-butyl 2-[[3-(4-cyano-3-fluoro-phenyl)-4-(4-hydroxy-4-methyl-1-piperidyl)phenyl]methyl]morpholine-4-carboxylate C(#N)C1=C(C=C(C=C1)C=1C=C(C=CC1N1CCC(CC1)(C)O)CC1CN(CCO1)C(=O)OC(C)(C)C)F